ClC=1C(=CC(=C(C(=O)NS(=O)(=O)N2C[C@@H](CC3=CC=CC=C23)C)C1)F)OCC1CCCC1 (R)-5-chloro-4-(cyclopentylmethoxy)-2-fluoro-N-((3-methyl-3,4-dihydroquinolin-1(2H)-yl)sulfonyl)benzamide